2-[3-[4-(3-iodoimidazo[1,5-a]pyridin-8-yl)phenyl]-2-oxo-benzimidazol-1-yl]-N-(2,2,2-trifluoroethyl)acetamide IC1=NC=C2N1C=CC=C2C2=CC=C(C=C2)N2C(N(C1=C2C=CC=C1)CC(=O)NCC(F)(F)F)=O